OC1=C(C(=O)C2=CC=C(C=C2)Cl)C=CC=C1 2-hydroxy-4'-chloro-benzophenone